1-(benzo[d]thiazol-2-ylmethyl)pyrrolidin S1C(=NC2=C1C=CC=C2)CN2CCCC2